[1-(2,6-dioxo-3-piperidinyl)-6-fluoro-3-methyl-2-oxo-benzimidazol-4-yl]Piperazine O=C1NC(CCC1N1C(N(C2=C1C=C(C=C2N2CCNCC2)F)C)=O)=O